N,N-Dimethylaminopropyl 5-Aminosulfonyl-4-chloro-2-[(2-furanylmethyl)amino]dithiobenzoate NS(=O)(=O)C=1C(=CC(=C(C(=S)SCCCN(C)C)C1)NCC=1OC=CC1)Cl